N,N-Dimethyl-N-Octadecylammonium Bromid [Br-].C[NH+](CCCCCCCCCCCCCCCCCC)C